(R)-4-((1-(3-(difluoromethyl)-2-fluorophenyl)ethyl)amino)-6-(1-(2-fluoroacetyl)-1,2,3,6-tetrahydropyridin-4-yl)-2-methylpyrido[2,3-d]pyrimidin-7(8H)-one FC(C=1C(=C(C=CC1)[C@@H](C)NC=1C2=C(N=C(N1)C)NC(C(=C2)C=2CCN(CC2)C(CF)=O)=O)F)F